4-(2-Fluoro-4-methylphenyl)-5-[4-[(3S)-1-(3-fluoropropyl)pyrrolidin-3-yl]oxyphenyl]-9-methyl-2,3-dihydro-1-benzoxepin-8-ol FC1=C(C=CC(=C1)C)C=1CCOC2=C(C1C1=CC=C(C=C1)O[C@@H]1CN(CC1)CCCF)C=CC(=C2C)O